BrC1=CC(=C2C(=N/C(/C2=C1)=N/OC)C1=C(C=CC(=C1)F)Cl)NC(=O)N1C(C(C2=CC(=CC=C12)F)(C(F)(F)F)O)([2H])[2H] (E)-N-(6-bromo-3-(2-chloro-5-fluorophenyl)-1-(methoxyimino)isoindol-4-yl)-5-fluoro-3-hydroxy-3-(trifluoromethyl)indol-2,2-d2-1-carboxamide